ClC1=CC=C(C=C1)C(C)(C#C)C=1N=C(NC1)C=1C(=C(C(=O)N)C(=CC1N1CCNCC1)F)F (4-(2-(4-chlorophenyl)but-3-yn-2-yl)-1H-imidazol-2-yl)-2,6-difluoro-4-(piperazin-1-yl)benzamide